1-(2-((2S,6R)-2,6-bis(3-methylpyridin-2-yl)piperidin-1-yl)ethyl)piperazine CC=1C(=NC=CC1)[C@H]1N([C@H](CCC1)C1=NC=CC=C1C)CCN1CCNCC1